(1R,2S)-2-(3-phenylazetidin-1-yl)cyclohexanol C1(=CC=CC=C1)C1CN(C1)[C@@H]1[C@@H](CCCC1)O